(S)-2-((1-((1,1-bis(3-isopropylphenyl)prop-1-en-2-yl)amino)-1-oxopropan-2-yl)carbamoyl)-4-methoxypyridin-3-yl isobutyl carbonate C(OC=1C(=NC=CC1OC)C(N[C@H](C(=O)NC(=C(C1=CC(=CC=C1)C(C)C)C1=CC(=CC=C1)C(C)C)C)C)=O)(OCC(C)C)=O